ClC1=C(C=C2C(=CC=NC2=C1)C(=O)O)N1CCOCC1 7-chloro-6-morpholinoquinoline-4-carboxylic acid